2-benzyl-2,3,3a,4,9,9a-hexahydro-1H-benzo[f]isoindole-6,7-dicarboxylic Acid Methyl Ester COC(=O)C1=CC2=C(CC3CN(CC3C2)CC2=CC=CC=C2)C=C1C(=O)O